C(C1=CC=CC=C1)NCC(C)N N-Benzyl-1,2-propylendiamin